Ethyl 2-(4-(benzyloxy)phenyl)-2,2-difluoroacetate C(C1=CC=CC=C1)OC1=CC=C(C=C1)C(C(=O)OCC)(F)F